(2S,4R)-1-(2-(4-acetyl-2-methyl-1H-imidazol-1-yl)acetyl)-N-(6-bromopyridin-2-yl)-4-fluoropyrrolidine-2-carboxamide C(C)(=O)C=1N=C(N(C1)CC(=O)N1[C@@H](C[C@H](C1)F)C(=O)NC1=NC(=CC=C1)Br)C